C(C1=CC=CC=C1)C1(C[C@@H]2[C@@H](CN(C2)CC(O)C2=CC3=C(NC(O3)=O)C=C2)C1)O rac-6-(2-((3aR,5r,6aS)-5-benzyl-5-hydroxyhexahydrocyclopenta[c]pyrrol-2(1H)-yl)-1-hydroxyethyl)benzo[d]oxazol-2(3H)-one